(S)-(+)-5-oxo-2-tetrahydrofurancarboxylic acid C1CC(=O)O[C@@H]1C(=O)O